NC1(CC1)C1=CC=C2CN(C(C2=C1)=O)C1C(NC(CC1)=O)=O 3-(6-(1-aminocyclopropyl)-1-oxoisoindolin-2-yl)piperidine-2,6-dione